CC1=NN=C2N1C1=C(C=CC=C1NC2(C)C)C 1,4,4,9-tetramethyl-4,5-dihydro-[1,2,4]triazolo[4,3-a]quinoxaline